2-[4-[[(1s,3s)-3-hydroxy-3-methyl-cyclopentyl]amino]pyrido[3,4-d]pyridazin-1-yl]-5-(trifluoromethyl)phenol O[C@@]1(C[C@H](CC1)NC=1N=NC(=C2C1C=NC=C2)C2=C(C=C(C=C2)C(F)(F)F)O)C